4-(4-fluoro-3-(4-(2-(4-(piperidin-4-yloxy)piperidin-1-yl)acetyl)piperazine-1-carbonyl)benzyl)phthalazin-1(2H)-one FC1=C(C=C(CC2=NNC(C3=CC=CC=C23)=O)C=C1)C(=O)N1CCN(CC1)C(CN1CCC(CC1)OC1CCNCC1)=O